6-[(2-isopropylmorpholin-4-yl)methyl]-2-(3-{3-[(4-methyl-1,2,4-triazol-3-yl)methyl]oxetan-3-yl}phenyl)-4-(trifluoromethyl)-3H-isoindol-1-one C(C)(C)C1CN(CCO1)CC1=CC(=C2CN(C(C2=C1)=O)C1=CC(=CC=C1)C1(COC1)CC1=NN=CN1C)C(F)(F)F